1-chlorophthalazine ClC1=NN=CC2=CC=CC=C12